2-((3R,4S)-4-((5-(1-(2,2-difluoroethyl)-1H-benzo[d][1,2,3]triazol-6-yl)-4-methoxypyrrolo[2,1-f][1,2,4]triazin-2-yl)amino)-3-fluoropiperidin-1-yl)ethan-1-ol FC(CN1N=NC2=C1C=C(C=C2)C=2C=CN1N=C(N=C(C12)OC)N[C@@H]1[C@@H](CN(CC1)CCO)F)F